ClC1=C(C(=C(C=C1OC)OC)Cl)C1=NC(=C2C=C(N=CC2=C1)NC1=C(C=CC=C1C)NC(C=C)=O)NCCN(C)C N-(2-((7-(2,6-dichloro-3,5-dimethoxyphenyl)-5-((2-(dimethylamino)ethyl)amino)-2,6-naphthyridin-3-yl)amino)-3-methylphenyl)acrylamide